3-(methoxyamino)-2-methyl-4-methylsulfonyl-benzoic acid ethyl ester C(C)OC(C1=C(C(=C(C=C1)S(=O)(=O)C)NOC)C)=O